CS(=O)(=O)O[C@@H]1N(CCC1)C (S)-(1-methylpyrrolidin-2-yl) methanesulfonate